O=C1N(CCC(N1)=O)C1=C(CN2CCC(CC2)NC(C2=C(C=C(C(=C2)OC)NC2=NC=C(C(=N2)OC2=C3C(N(CC3=CC=C2)C)=O)C(F)(F)F)F)=O)C=CC=C1 N-(1-(2-(2,4-dioxotetrahydropyrimidin-1(2H)-yl)benzyl)piperidin-4-yl)-2-fluoro-5-methoxy-4-((4-((2-methyl-3-oxoisoindolin-4-yl)oxy)-5-(trifluoromethyl)pyrimidin-2-yl)amino)benzamide